ClC=1C=C(C=O)C=C(C1CC1=CC(=C(C=C1)OCOC)C(C)C)Cl 3,5-dichloro-4-(3-isopropyl-4-(methoxymethyloxy)benzyl)benzaldehyde